ClC1=C(C(=CC=C1)Cl)C1=C(C(=NC(=N1)NC1=CC(=C(C=C1)OCCCN(C)C)C)OC)C(=O)N (2,6-dichlorophenyl)-2-((4-(3-(dimethylamino)propoxy)-3-methylphenyl)amino)-4-methoxypyrimidine-5-carboxamide